C(C=C)(=O)N1CC(CC1)C(=O)NCC1=CC2=C(C=C(O2)C(NS(=O)(=O)C2=C(C=CC=C2)F)=O)C=C1 1-acryloyl-N-((2-(((2-fluorophenyl)sulfonyl)carbamoyl)benzofuran-6-yl)methyl)pyrrolidine-3-carboxamide